tert-butyl 4-cyclopropylpiperidine-1-carboxylate C1(CC1)C1CCN(CC1)C(=O)OC(C)(C)C